[O-]S(=O)(=O)C(F)(F)F.C(CCCCCCCCC)[NH+]1CC(CC1)C 1-Decyl-3-Methylpyrrolidinium triflat